Ethyl-{[4-bromo-5-(6-fluoropyridin-3-yl)-1-(pyrazin-2-yl)-1H-pyrazol-3-yl] oxy} acetat C(C)(=O)OOC1=NN(C(=C1Br)C=1C=NC(=CC1)F)C1=NC=CN=C1CC